C(C)[N+]1=CSC(=C1C)CCO 3-ethyl-5-(2-hydroxyethyl)-4-methyl-thiazolium